O=C1N(CC2(C1)CCN(CC2)C(=O)OC(C)(C)C)CC=2SC(=CN2)C=C tert-butyl 3-oxo-2-((5-vinylthiazol-2-yl)methyl)-2,8-diazaspiro[4.5]decane-8-carboxylate